CN(C)CC(CCCCCCCC\C=C/CCCCCCCC(=O)OCC)CCCCCCCC ethyl (9Z)-19-[(dimethylamino)methyl]heptacos-9-enoate